ClC1=CC(=C(C=C1)CC1=CC(=CC2=C1N=C1N2CCN(C1)CC=1N(C2=C(N1)C=CC(=C2)C(=O)O)C[C@H]2OCC2)C)F 2-({9-[(4-chloro-2-fluorophenyl)methyl]-7-methyl-1,2,3,4-tetrahydrobenzo[4,5]imidazo[1,2-a]pyrazin-2-yl}methyl)-3-{[(2S)-oxetan-2-yl]methyl}benzo[d]imidazole-5-carboxylic acid